NC1=NC=2C=C(C=CC2C2=C1COC2)CN(C(=O)C=2C=NC(=NC2)C2CC2)C=2C(=NC=CC2)OC N-({4-amino-1H,3H-furo[3,4-c]quinolin-7-yl}methyl)-2-cyclopropyl-N-(2-methoxypyridin-3-yl)pyrimidine-5-carboxamide